C1=CC=C2C(=C1)C=CN=C2S(=O)(=O)N ISOQUINOLINESULFONAMIDE